(5S)-5-methyl-9-(4-(((tetrahydro-2H-pyran-2-yl)oxy)methyl)bicyclo[2.2.2]octan-1-yl)-5,6-dihydroimidazo[1,5-a]pyrazolo[5,1-c]pyrazine C[C@H]1CN2C(C=3N1C=NC3)=CC(=N2)C23CCC(CC2)(CC3)COC3OCCCC3